C(C)C(C/C(/C(=O)O)=C/C(=O)O)CCCC.C(\C=C/C(=O)O)(=O)OCC(CCCC)CC 2-ethylhexyl maleate (2-ethylhexyl maleate)